2-vinyl-4,4-dimethyl-5-Oxazolone C(=C)C=1OC(C(N1)(C)C)=O